C=1(NC=C2C1CCC2)C(=O)O 2,4,5,6-tetrahydrocyclopenta[c]pyrrole-1-carboxylic acid